tert-butyl ((2-(6-fluoro-3-methylpyridin-2-yl)-1,6-naphthyridin-7-yl)methyl)carbamate FC1=CC=C(C(=N1)C1=NC2=CC(=NC=C2C=C1)CNC(OC(C)(C)C)=O)C